N1N=CC2=C1NC1=CC=CC=C21 8H-pyrazolo[3,4-b]Indole